(cis)-3-(1-benzyl-5-(methylcarbamoyl)-6-oxo-1,6-dihydropyridine-3-carboxamido)cyclobutanecarboxylic acid C(C1=CC=CC=C1)N1C=C(C=C(C1=O)C(NC)=O)C(=O)N[C@H]1C[C@H](C1)C(=O)O